4-[6-(2,3-Dihydro-benzo[1,4]dioxin-5-yl)-2-methoxy-pyridin-3-ylamino]-N-pyridin-3-ylmethyl-benzamide O1CCOC2=C1C=CC=C2C2=CC=C(C(=N2)OC)NC2=CC=C(C(=O)NCC=1C=NC=CC1)C=C2